ClC=1N=C(C2=C(N1)CCC2)N(CC(=O)NC=2C=NC(=CC2)OC)C 2-([2-chloro-5H,6H,7H-cyclopenta[d]pyrimidin-4-yl](methyl)amino)-N-(6-methoxypyridin-3-yl)acetamide